5-cyclopropyl-4-(6,8-difluoro-2-(((2R)-2-fluorotetrahydro-1H-pyrrolizin-7a(5H)-yl)-methoxy)-4-((1S,5R)-1-methyl-3,8-diaza-bicyclo[3.2.1]octan-3-yl)quinazolin-7-yl)-naphthalen-2-ol C1(CC1)C1=C2C(=CC(=CC2=CC=C1)O)C1=C(C=C2C(=NC(=NC2=C1F)OCC12CCCN2C[C@@H](C1)F)N1C[C@@]2(CC[C@H](C1)N2)C)F